C1(CC1)C=1NC(C=C(C1)C(=O)NC1=CC(=CC=C1)C#CC1=NC=CC=N1)=O 2-CYCLOPROPYL-6-OXO-N-[3-(2-PYRIMIDIN-2-YLETHYNYL)PHENYL]-1H-PYRIDINE-4-CARBOXAMIDE